CN1N=C(C2=CC=CC(=C12)OCC(N1CCN(CC1)C(=O)C=1NC=C2C1CCC2)=O)C2C(NC(CC2)=O)=O 3-(1-methyl-7-(2-oxo-2-(4-(2,4,5,6-tetrahydrocyclopenta[c]pyrrole-1-carbonyl)-piperazin-1-yl)ethoxy)-1H-indazol-3-yl)piperidine-2,6-dione